5-(heptadecan-3-yl)-1,2,3-oxadiazol-4(5H)-one CCC(CCCCCCCCCCCCCC)C1C(N=NO1)=O